C(C)(=O)N[C@H]1[C@@H](O)O[C@@H]([C@H]([C@@H]1O)O)CO N-acetyl-α-D-glucosamine